3-[(6S,7R)-4-benzyl-6-hydroxy-7-isobutyl-1,4-diazepane-1-carbonyl]-N-[4-chloro-6-(2,6-dimethylphenyl)pyrimidin-2-yl]benzenesulfonamide C(C1=CC=CC=C1)N1CCN([C@@H]([C@H](C1)O)CC(C)C)C(=O)C=1C=C(C=CC1)S(=O)(=O)NC1=NC(=CC(=N1)Cl)C1=C(C=CC=C1C)C